N-[4-(4-bromophenoxy)-6-(2,6-dimethylphenyl)pyrimidin-2-yl]-1-methyl-pyrazole-4-sulfonamide BrC1=CC=C(OC2=NC(=NC(=C2)C2=C(C=CC=C2C)C)NS(=O)(=O)C=2C=NN(C2)C)C=C1